3-hydroxy-4-oxoquinolone OC1C(NC2=CC=CC=C2C1=O)=O